N-(7-chloro-6-(1-(4-hydroxy-3-methyltetrahydrofuran-3-yl)piperidin-4-yl)isoquinolin-3-yl)-2-(2-methoxypropan-2-yl)cyclopropane-1-carboxamide ClC1=C(C=C2C=C(N=CC2=C1)NC(=O)C1C(C1)C(C)(C)OC)C1CCN(CC1)C1(COCC1O)C